2,4-dihydroxy-6,7-dihydro-5H-cyclopenta[d]pyrimidine-6-carboxylic acid ethyl ester C(C)OC(=O)C1CC2=C(N=C(N=C2O)O)C1